4-(4-((5-bromo-4-(methyl(1,1,1-trifluoro-4-hydroxybutane-2-yl)amino)pyridin-2-yl)amino)pyrimidin-2-yl)-1-methyl-1H-pyrazol-5-ol BrC=1C(=CC(=NC1)NC1=NC(=NC=C1)C=1C=NN(C1O)C)N(C(C(F)(F)F)CCO)C